4-bromo-2-(diethoxymethyl)furan BrC=1C=C(OC1)C(OCC)OCC